NC1=CC=C(C=C1)N=NC1=C(C(=C(C(=C1O)C1=CC=C(C=C1)N)O)C1=CC=C(C=C1)N)O 2,4,6-tris(4-aminophenyl)diazenyl-benzene-1,3,5-triol